tert-Butyl 4-[4-[4-[2-cyano-1-(5-fluoro-2-pyridyl)-2-methyl-propoxy]pyrazolo[1,5-a]pyridin-6-yl]-5-methyl-triazol-1-yl]piperidine-1-carboxylate C(#N)C(C(OC=1C=2N(C=C(C1)C=1N=NN(C1C)C1CCN(CC1)C(=O)OC(C)(C)C)N=CC2)C2=NC=C(C=C2)F)(C)C